(5-(2-fluoro-6-methoxyphenyl)-1H-pyrazolo[3,4-c]pyridin-3-yl)benzo[d][1,3]dioxole-5-carboxamide FC1=C(C(=CC=C1)OC)C=1C=C2C(=CN1)NN=C2C2OC1=C(O2)C=CC(=C1)C(=O)N